C(C1=CC=CC=C1)N1C(C2=C(CC1)C(=NN2C=2C=NN(C2)C)C(=O)NC2=CC(=CC=C2)C(N)=O)=O 6-benzyl-N-(3-carbamoylphenyl)-1-(1-methyl-1H-pyrazol-4-yl)-7-oxo-4,5,6,7-tetrahydro-1H-pyrazolo[3,4-c]pyridine-3-carboxamide